CN1C[C@@H](C=C2[C@H]1CC3=CNC4=CC=CC2=C34)C(=O)O The molecule is an ergoline alkaloid comprising 6-methylergoline having additional unsaturation at the 9,10-position and a carboxy group at the 8-position. It derives from a hydride of a 6-methylergoline.